5-chloro-N-((R)-1-(2,4-dichlorophenyl)ethyl)-2-(3-(piperidin-2-yl)pyrrolidin-1-yl)pyrimidin-4-amine ClC=1C(=NC(=NC1)N1CC(CC1)C1NCCCC1)N[C@H](C)C1=C(C=C(C=C1)Cl)Cl